ethyl 2,2-dimethyl-3,4-dihydro-1H-quinoline-6-carboxylate CC1(NC2=CC=C(C=C2CC1)C(=O)OCC)C